5-bromo-4-fluoro-6-methoxypyrimidine BrC=1C(=NC=NC1OC)F